(E)-3-(1,3-Benzodioxol-5-yl)-1-[4-[2-[[(1S,4S,5R,8S,9R,10S,12R,13R)-1,5,9-trimethyl-11,14,15,16-tetraoxatetracyclo[10.3.1.04,13.08,13]hexadecan-10-yl]oxy]ethoxy]phenyl]prop-2-en-1-one O1COC2=C1C=CC(=C2)/C=C/C(=O)C2=CC=C(C=C2)OCCO[C@@H]2[C@@H]([C@@H]1CC[C@H]([C@@H]3CC[C@@]4(OO[C@]31[C@H](O2)O4)C)C)C